(S)-3-(3-(4-hydroxy-1,6-dimethyl-2-oxo-1,2-dihydropyridin-3-yl)ureido)-3-(3'-methoxy-6-(trifluoromethoxy)biphenyl-3-yl)propanoic acid OC1=C(C(N(C(=C1)C)C)=O)NC(N[C@@H](CC(=O)O)C=1C=C(C(=CC1)OC(F)(F)F)C1=CC(=CC=C1)OC)=O